N1=CN=C2NC=NC2=C1NC1=CC2=C(C(NC23CCCCC3)=O)S1 2'-((9H-Purin-6-yl)amino)spiro[cyclohexane-1,4'-thieno[2,3-c]pyrrol]-6'(5'H)-one